7-bromo-2-cyclopropyl-6-methoxy-1H-pyrrolo[3,2-c]pyridine BrC=1C2=C(C=NC1OC)C=C(N2)C2CC2